COC1=CC=C(C=C1)C12C(OC(C2C1)=O)=O (4-methoxyphenyl)-3-oxabicyclo[3.1.0]Hexane-2,4-dione